C(C)OC(=C)C1=NC=2N(C=C1)N=C(C2)F 5-(1-ethoxyvinyl)-2-fluoropyrazolo[1,5-a]pyrimidine